3-amino-4-(1H-indazol-4-yl)-1H-benzo[h]quinolin-2-one NC=1C(NC2=C3C(=CC=C2C1C1=C2C=NNC2=CC=C1)C=CC=C3)=O